di-tert-butyl (4-((2-chloro-5H-pyrido[3,2-b]indol-5-yl)methyl)benzyl)phosphonate ClC=1C=CC=2N(C=3C=CC=CC3C2N1)CC1=CC=C(CP(OC(C)(C)C)(OC(C)(C)C)=O)C=C1